FC1(C=NC=NC=C1)F 4,4-difluoro-2,7-diazepine